C(=O)(O)CCCOC=1C(=C(C2=CC=CC=C2C1)C1=CC=CC2=CC=CC=C12)OCCCC(=O)O bis(3-carboxypropoxy)-1,1'-binaphthyl